ClCC=1C(=NC=CC1C1CC1)C 3-(Chloromethyl)-4-cyclopropyl-2-methylpyridine